(S)-1-((1-(tert-butoxycarbonyl)-4-hydroxy-3,3-dimethylpiperidin-4-yl)methyl)-4-cyclopropyl-6-oxo-1,6-dihydropyridine-3-carboxylic acid ethyl ester C(C)OC(=O)C1=CN(C(C=C1C1CC1)=O)C[C@]1(C(CN(CC1)C(=O)OC(C)(C)C)(C)C)O